ClC=1C=CC2=C([C@@H](C[C@@H](O2)C(=O)NC23CC(C2)(C3)C=3N=NN(C3)C3=CC=C(C=C3)OC(F)(F)F)O)C1 (2R,4R)-6-chloro-4-hydroxy-N-(3-{1-[4-(trifluoromethoxy)phenyl]-1H-1,2,3-triazol-4-yl}bicyclo[1.1.1]pentan-1-yl)-3,4-dihydro-2H-1-benzopyran-2-carboxamide